N1N=NN=C1C1=CC(=C(C=C1)C1=CC=CC=C1)NS(=O)(=O)C=1C=C(C(=O)OC)C=CC1OC methyl 3-(N-(4-(tetrazol-5-yl)-[1,1'-biphenyl]-2-yl)sulfamoyl)-4-methoxybenzoate